di(pyridine-3-yl) ketone N1=CC(=CC=C1)C(=O)C=1C=NC=CC1